OC1=C(N(N=C1C)CCC1=CC=C(C=C1)COC)C=1OC=C(N1)N1N=C(C=2C1=CN=C(C2)C)C(=O)N 1-[2-[4-Hydroxy-2-[2-[4-(methoxymethyl)phenyl]ethyl]-5-methyl-pyrazol-3-yl]oxazol-4-yl]-5-methyl-pyrazolo[3,4-c]pyridine-3-carboxamide